CN(C)CCCC=1SC=CC1OC1=CC=CC2=CC=CC=C12 (S)-N,N-dimethyl-3-(1-naphthoxy)-2-thienyl-propylamine